5-methoxy-2-((1S,2S)-2-(4-methylpyrimidin-2-yl)cyclopropyl)quinolin-7-amine COC1=C2C=CC(=NC2=CC(=C1)N)[C@@H]1[C@H](C1)C1=NC=CC(=N1)C